ClC=1C=2C(=CNC2C2=C(C1)CN(S(N2)(=O)=O)C(C)C2=CC=CC=C2)Cl 6,7-dichloro-3-(1-phenylethyl)-1,3,4,9-tetrahydro-[1,2,6]thiadiazino[4,3-g]indole 2,2-dioxide